BrC1=C(C=C(C=C1)O)OC 4-bromo-3-methoxy-phenol